BrC1=CC(=C(C(=C1)[2H])I)[2H] 1-bromo-4-iodobenzene-3,5-d2